2-methoxy-4-fluorobenzylamine COC1=C(CN)C=CC(=C1)F